CC1=NOC(=C1C=1C=C2C(=NC1)C(=C(N2[C@@H](C)C2=NC=CC=C2)C(F)(F)F)C=2C=C(C=CC2)CC(=O)O)C (S)-2-(3-(6-(3,5-dimethylisoxazol-4-yl)-1-(1-(pyridin-2-yl)ethyl)-2-(trifluoromethyl)-1H-pyrrolo[3,2-b]pyridin-3-yl)phenyl)acetic acid